Tert-butyl 3-((1-(3-(4-chlorophenyl)-1,2,4-oxadiazol-5-yl)piperidine-4-carboxamido)methyl)pyrrolidine-1-carboxylate ClC1=CC=C(C=C1)C1=NOC(=N1)N1CCC(CC1)C(=O)NCC1CN(CC1)C(=O)OC(C)(C)C